ClC1=C(C=CC(=C1)Cl)[C@@H](C)N1CC(C2=C1N=C(N=C2)N2CC(C2)[C@@H]2CN(CCC2)C2CC(C2)(C(=O)O)C)C 3-[(3R)-3-[1-[7-[(1R)-1-(2,4-dichlorophenyl)ethyl]-5-methyl-5,6-dihydropyrrolo[2,3-d]pyrimidin-2-yl]azetidin-3-yl]-1-piperidyl]-1-methyl-cyclobutanecarboxylic acid